calcium magnesium carbonate phosphate P(=O)([O-])([O-])[O-].C([O-])(O)=O.[Mg+2].[Ca+2]